C(C)C(CO)C(C(C)CC)O 2,4-diethyl-1,3-pentanediol